N2-(3-isopropyl-1,2,4,5-tetrahydro-3-benzazepin-7-yl)-N4-[2-(6-methyl-2-pyridyl)pyrimidin-4-yl]pyrimidine-2,4-diamine C(C)(C)N1CCC2=C(CC1)C=CC(=C2)NC2=NC=CC(=N2)NC2=NC(=NC=C2)C2=NC(=CC=C2)C